O=C1NC(CCC1N1C(C2=CC=C(C=C2C1=O)N1CC2(CCC1)CCN(CC2)C2CCN(CC2)C2=C(C=C(C(=C2)OC)[N+](=O)[O-])C=2C=NN(C2)C)=O)=O 2-(2,6-dioxopiperidin-3-yl)-5-(9-(1-(5-methoxy-2-(1-methyl-1H-pyrazole-4-yl)-4-nitrophenyl)piperidin-4-yl)-2,9-diazaspiro[5.5]undecan-2-yl)isoindoline-1,3-dione